ClC1=NN2C(N=CC3=C2C(C(CN3C(=O)OC(C)(C)C)OC)(C)C)=C1 tert-butyl 2-chloro-8-methoxy-9,9-dimethyl-8,9-dihydropyrazolo[1,5-a]pyrido[2,3-e]pyrimidine-6(7H)-carboxylate